CC1OC(CN(C1)C=1C=C2C=CC(=CC2=CC1)C1(CC2(C1)CC(C2)N)N)C 2-(6-(2,6-dimethylmorpholino)naphthalen-2-yl)spiro[3.3]heptane-2,6-diamine